ethyl 3-amino-9-methyl-9H-pyrido[2,3-b]indole-2-carboxylate NC1=CC2=C(N(C3=CC=CC=C23)C)N=C1C(=O)OCC